4-(5,7-dichloro-[1,2,4]triazolo[1,5-a]pyrimidin-6-yl)-3,5-difluorobenzonitrile ClC1=NC=2N(C(=C1C1=C(C=C(C#N)C=C1F)F)Cl)N=CN2